FC(C1=NN=C(O1)C1=CC=C(CN(S(=O)(=O)CCN2CCN(CCC2)C)C2=CC=CC=C2)C=C1)F N-(4-(5-(difluoromethyl)-1,3,4-oxadiazol-2-yl)benzyl)-2-(4-methyl-1,4-diazepan-1-yl)-N-phenylethanesulfonamide